N1C(=CC=C1)\C=C\1/C(NC2=CC=C(C=C12)NCC1=C(C(=CC(=C1)F)F)F)=O (Z)-3-((1H-pyrrol-2-yl)methylene)-5-((2,3,5-trifluorobenzyl)amino)indolin-2-one